FC([C@H]1N(C(OC1)=C=O)C=1N=C2N([C@@H](COC3=C2C=CC(=C3)N[C@H](C(=O)N)C)C)C1)F (S)-2-(((R)-2-((S)-4-(difluoromethyl)-2-carbonyloxazolidin-3-yl)-5-methyl-5,6-dihydrobenzo[f]imidazo[1,2-d][1,4]oxazepin-9-yl)amino)propanamide